CC=CCC(C)C methyl-isohexene